3-(Benzo[d][1,3]dioxol-6-yl)-2-(1H-benzo[d]imidazol-5-yl)isoindolin-1-on O1COC2=C1C=C(C=C2)C2N(C(C1=CC=CC=C21)=O)C2=CC1=C(NC=N1)C=C2